(5-(7-chloro-8-((1-(2,3-difluorophenyl)-2,2-difluoroethyl)amino)-3-fluoro-6-methyl-1,5-naphthyridin-2-yl)pyridin-2-yl)dimethylphosphine oxide ClC1=C(N=C2C=C(C(=NC2=C1NC(C(F)F)C1=C(C(=CC=C1)F)F)C=1C=CC(=NC1)P(C)(C)=O)F)C